CC(C(=O)C1=C(C=CC(=C1)OC(C)C)C)(C)NC(=O)C=1SC=CC1C N-[1,1-dimethyl-2-(4-isopropoxy-o-tolyl)-2-oxoethyl]-3-methylthiophene-2-carboxamide